C1(CCCCC1)N1C(NC(=NC1=O)N1N=CC=C1)=O 3-cyclohexyl-6-(1H-pyrazol-1-yl)-1,3,5-triazine-2,4(1H,3H)-dione